CC1=C(C=C(C#N)C=C1)[C@@]1(C[C@H]2[C@@H](N(OC2(C)C)C)[C@@H](C1)C)C |o1:9,11,12,19| Rel-4-methyl-3-((3as,5s,7r,7as)-1,3,3,5,7-pentamethyloctahydrobenzo[c]isoxazol-5-yl)benzonitrile